4-bromo-2-(1-cyclopropylvinyl)-6-isopropylphenol BrC1=CC(=C(C(=C1)C(C)C)O)C(=C)C1CC1